leucinamide hydrogen chloride salt Cl.N[C@@H](CC(C)C)C(=O)N